2-methoxy-8-[(thiophen-3-ylamino)carbonyl]quinoline-3-carboxamide COC1=NC2=C(C=CC=C2C=C1C(=O)N)C(=O)NC1=CSC=C1